NC1=CC=C(C(=C1C(C)O)F)F 1-(6-amino-2,3-difluorophenyl)ethanol